CC1=C(C(=O)NC2(CC2)C2=C3C=CC=NC3=CC(=C2)C=C)C=C(C=C1)OC[C@H]1N(CCC1)C (S)-2-Methyl-5-((1-methylpyrrolidin-2-yl)methoxy)-N-(1-(7-vinylquinolin-5-yl)cyclopropyl)benzamide